6-(4-((2-amino-[1,1'-biphenyl]-4-yl)methyl)-2,5-dimethylthiophene-3-carboxamido)spiro[3.3]heptane-2-carboxylic acid NC1=C(C=CC(=C1)CC=1C(=C(SC1C)C)C(=O)NC1CC2(CC(C2)C(=O)O)C1)C1=CC=CC=C1